(S)-9-((cyclopropylmethyl)amino)-9-(5-(7-methoxy-2-methylquinolin-6-yl)-1H-imidazol-2-yl)nonan-3-one (2R,3R)-2,3-dihydroxysuccinate O[C@@H](C(=O)O)[C@H](C(=O)O)O.C1(CC1)CN[C@@H](CCCCCC(CC)=O)C=1NC(=CN1)C=1C=C2C=CC(=NC2=CC1OC)C